(2-chloro-1,3-thiazol-4-yl)(cyano)acetic acid ClC=1SC=C(N1)C(C(=O)O)C#N